2,3-DIMETHYL-1H-PYRROLO[2,3-C]PYRIDINE-7-CARBALDEHYDE CC1=C(C=2C(=C(N=CC2)C=O)N1)C